1,1-bis(tert-amylperoxy)cyclohexane (R)-1-(2-chloropyridin-3-yl)ethyl-(4-(5-((3-cyanobicyclo[1.1.1]pentan-1-yl)carbamoyl)-4-fluoropyridin-2-yl)-1-methyl-1H-1,2,3-triazol-5-yl)carbamate ClC1=NC=CC=C1[C@@H](C)N(C(O)=O)C1=C(N=NN1C)C1=NC=C(C(=C1)F)C(NC12CC(C1)(C2)C#N)=O.C(C)(C)(CC)OOC2(CCCCC2)OOC(C)(C)CC